methylbis(2-chloroethyl)amine CN(CCCl)CCCl